N-((1R,2S)-1-(3,5-di-tert-butylphenyl)-2-(quinolin-2-yl)butyl)acetamide C(C)(C)(C)C=1C=C(C=C(C1)C(C)(C)C)[C@@H]([C@H](CC)C1=NC2=CC=CC=C2C=C1)NC(C)=O